N-cyclohexyl-5-((4-(trifluoromethyl)phenyl)ethynyl)-1H-pyrrolo[2,3-b]pyridin-4-amine C1(CCCCC1)NC=1C2=C(N=CC1C#CC1=CC=C(C=C1)C(F)(F)F)NC=C2